C(=O)(O)NCC(C(=O)O)F N-carboxy-α-fluoro-β-alanine